NC1=CC2=C(SC(=C2)C(=O)OC)C=C1 Methyl 5-aminobenzo[b]thiophene-2-carboxylate